C(C)(C)(C)N1N=C(C=C1NC1=CC2=C(CN(S2)CC2=CC=C(C=C2)OC)C=C1)[C@@H]1C[C@@H](CC1)O 6-((1-(tert-butyl)-3-((1s,3r)-3-hydroxycyclopentyl)-1H-pyrazol-5-yl)amino)-2-(4-methoxybenzyl)-2,3-dihydrobenzo[d]isothiazole